N-((2-(cyclopropanesulfonamido)pyridin-4-yl)methyl)-4-(6-ethoxypyrazin-2-yl)benzamide C1(CC1)S(=O)(=O)NC1=NC=CC(=C1)CNC(C1=CC=C(C=C1)C1=NC(=CN=C1)OCC)=O